O1C(COCC1)COC1=C(SC2=C1CCN1C(N=CC=C12)=O)C#CC1CC1 ((1,4-dioxan-2-yl)methoxy)-2-(cyclopropylethynyl)-4,5-dihydro-7H-thieno[2',3':3,4]pyrido[1,2-c]pyrimidin-7-one